FC1(CCC(CC1)C1=NC=CC(=C1NC(=O)C1=NC=C(N=C1)OC(C)C)C1=C(C=CC(=C1)F)F)F N-(2-(4,4-difluorocyclohexyl)-4-(2,5-difluorophenyl)pyridin-3-yl)-5-isopropoxypyrazine-2-carboxamide